FC=1C=C2C=3C(=CN(C2=CC1N1CCNCC1)CC)C1=CC=C(C=C1N3)OC 2-fluoro-5-ethyl-3-piperazin-1-yl-9-methoxy-5H-indolo[3,2-c]quinoline